ethylenediamine ethanesulfonic acid salt C(C)S(=O)(=O)O.C(CN)N